methyl 3-(2-(4-aminophenoxy)ethyl)benzoate NC1=CC=C(OCCC=2C=C(C(=O)OC)C=CC2)C=C1